(R,Z)-N-(2-(diethylamino)ethyl)-2'-methyl-6'-(5-(3-methylmorpholino)-2-oxoindolin-3-ylidene)-5',6'-dihydro-1'H-spiro[cyclobutane-1,4'-cyclopenta[b]pyrrole]-3'-carboxamide C(C)N(CCNC(=O)C=1C2=C(NC1C)\C(\CC21CCC1)=C\1/C(NC2=CC=C(C=C12)N1[C@@H](COCC1)C)=O)CC